FC(S(=O)(=O)OC1=CC(N(C=2N=C(N=CC21)NC2=C(C=CC=C2)OC)C2=C(C=C(C=C2)OC)OC)=O)(F)F 8-(2,4-dimethoxyphenyl)-2-[(2-methoxyphenyl)amino]-7-oxopyrido[2,3-d]pyrimidin-5-yl trifluoromethanesulfonate